CC=1C(=[N+](C=CC1)[O-])C Dimethylpyridin N-oxid